BrC1=CC=C(C=C1)C(C)(C)C=1N=C(SC1)NC(=O)NCC1=CC=C(C=C1)N1C(CNCC1)C 1-(4-(2-(4-bromophenyl)-propan-2-yl)thiazol-2-yl)-3-(4-(2-methylpiperazin-1-yl)benzyl)urea